CN(CCN(C1=CC(=C(C=C1[N+](=O)[O-])C=1C(=NC(=NC1)N)N)OC)C)C (4-((2-(dimethylamino)ethyl)(methyl)amino)-2-methoxy-5-nitrophenyl)-pyrimidine-2,4-diamine